(S)-3-((4-(7-bromo-1H-indol-3-yl)-5-(trisFluoromethyl)pyrimidin-2-yl)amino)piperidine-1-carboxylate BrC=1C=CC=C2C(=CNC12)C1=NC(=NC=C1C(F)(F)F)N[C@@H]1CN(CCC1)C(=O)[O-]